7,7-difluoro-2-oxabicyclo[4.1.0]heptane-1-formic acid FC1(C2CCCOC12C(=O)O)F